BrC=1C(=NC=CC1)[C@@H](CCC=C)NC1=CC=C(C=C1)OC (R)-N-(1-(3-bromopyridin-2-yl)pent-4-en-1-yl)-4-methoxyaniline